1-(difluoromethyl)-3,5-dimethyl-4-(4,4,5,5-tetramethyl-1,3,2-dioxaborolan-2-yl)-4,5-dihydro-1H-pyrazole FC(N1N=C(C(C1C)B1OC(C(O1)(C)C)(C)C)C)F